N[C@H](C(=O)N(C)C(CC1=CC2=C(OCO2)C=C1)C)C(C)C (2S)-2-amino-N-[2-(1,3-benzodioxol-5-yl)-1-methyl-ethyl]-N,3-dimethyl-butanamide